7-[(2R,3R,4S,5R)-3,4-dihydroxy-5-[(sulfamoylamino)methyl]tetrahydrofuran-2-yl]pyrrolo[2,3-d]pyrimidine O[C@H]1[C@@H](O[C@@H]([C@H]1O)CNS(N)(=O)=O)N1C=CC2=C1N=CN=C2